(E)-2-cyano-N-(2-(N-methylsulfamoyl)benzyl)-3-(1H-pyrrolo[2,3-b]pyridin-3-yl)acrylamide C(#N)/C(/C(=O)NCC1=C(C=CC=C1)S(NC)(=O)=O)=C\C1=CNC2=NC=CC=C21